1-(9Z,12Z-heptadecadienoyl)-2-(9Z-heptadecenoyl)-glycero-3-phospho-(1'-sn-glycerol) CCCCCCC/C=C\CCCCCCCC(=O)O[C@H](COC(=O)CCCCCCC/C=C\C/C=C\CCCC)COP(=O)(O)OC[C@H](CO)O